N-{(S)-(4,4-Difluorocyclohexyl)[3-(morpholin-3-yl)imidazo[1,2-b][1,2,4]triazin-6-yl]-methyl}-4-methyl-1,2,5-oxadiazole-3-carboxamide hydrochloride Cl.FC1(CCC(CC1)[C@H](NC(=O)C1=NON=C1C)C=1N=C2N(N=CC(=N2)C2NCCOC2)C1)F